C12(CC(C1)C2)CNCC=2NC1=CC(=CC=C1C2)CNC(=O)C=2N=C1N(C(C2)=O)C=CC=C1 N-[[2-[(1-bicyclo[1.1.1]pentylmethylamino)methyl]-1H-indol-6-yl]methyl]-4-oxo-pyrido[1,2-a]pyrimidine-2-carboxamide